((4-amino-3-(3-hydroxyphenyl)-1H-pyrazolo[3,4-d]pyrimidin-1-yl)methyl)-8-methyl-2-o-tolylisoquinolin-1(2H)-one NC1=C2C(=NC=N1)N(N=C2C2=CC(=CC=C2)O)CC=2N(C(C1=C(C=CC=C1C2)C)=O)C2=C(C=CC=C2)C